C(C)(C)(C)OC(=O)N1CC2(CC2)[C@@H]([C@@H]1CC=1C(=C(C=CC1)C1=CC(=CC=C1)F)F)NS(=O)(=O)C (6S,7S)-6-((2,3'-difluoro-[1,1'-biphenyl]-3-yl)methyl)-7-(methylsulfonylamino)-5-azaspiro[2.4]heptane-5-carboxylic acid tert-butyl ester